BrC1=CC=CC=2C=3C(CN(C3C=CC21)C(NC(C)C)=N)C 6-Bromo-N-isopropyl-1-methyl-1,2-dihydro-3H-benzo[e]indole-3-carboximidamide